BrC=1SC(=C(N1)C(=O)N)NC1COC1 2-Bromo-5-(oxetan-3-ylamino)thiazole-4-carboxamide